OC1=C(C(=O)OCC)C(=CC(=C1[C@@H]1C=C(CC[C@H]1C(=C)C)C)O)CCCCC ethyl 2,4-dihydroxy-3-[(1R,6R)-3-methyl-6-(1-methylvinyl)-2-cyclohexen-1-yl]-6-pentylbenzoate